C1(=CC=CC2=CC=CC=C12)OP(=O)(OC1=CC=C(C=C1)[N+](=O)[O-])N[C@@H](C)C(=O)OCC Ethyl ((naphthalen-1-yloxy)(4-nitro phenoxy)phosphoryl)-L-alaninate